C(#N)C=1C=C(C=CC1F)C=1N=C2N(C(C1C)=O)C=C(C=C2C(C)NC2=C(C(=O)OC(C)(C)C)C=CC=C2)C tert-butyl 2-((1-(2-(3-cyano-4-fluorophenyl)-3,7-dimethyl-4-oxo-4H-pyrido[1,2-a]pyrimidin-9-yl)ethyl)amino)benzoate